tert-butyl 4-[6-[(1-tert-butoxycarbonyl-3-piperidyl)amino]-3-chloro-2-quinolyl]piperazine-1-carboxylate C(C)(C)(C)OC(=O)N1CC(CCC1)NC=1C=C2C=C(C(=NC2=CC1)N1CCN(CC1)C(=O)OC(C)(C)C)Cl